(1R,2S,5S)-N-((S)-1-oxo-3-((S)-2-oxopyrrolidin-3-yl)propan-2-yl)-3-(O-tert-butyl-N-(2,2,2-trifluoroacetyl)-L-threonyl)-6,6-dimethyl-3-azabicyclo[3.1.0]hexane-2-carboxamide O=C[C@H](C[C@H]1C(NCC1)=O)NC(=O)[C@@H]1[C@H]2C([C@H]2CN1C([C@@H](NC(C(F)(F)F)=O)[C@H](OC(C)(C)C)C)=O)(C)C